Cl.C1NCC2C1CCC2 octahydrocyclopenta[c]pyrrole hydrochloride